C1([C@H](O)[C@@H](O)[C@H](O)[C@H](O1)CO)OC(\C=C\C1=CC=C(C=C1)O)=O trans-coumaric acid glucosyl ester